2-(4-(4-(aminomethyl)-1-oxo-8-phenyl-1,2-dihydrophthalazin-6-yl)-1-methyl-1H-pyrazol-5-yl)-4-chloro-6-cyclopropoxy-3-fluorobenzonitrile NCC1=NNC(C2=C(C=C(C=C12)C=1C=NN(C1C1=C(C#N)C(=CC(=C1F)Cl)OC1CC1)C)C1=CC=CC=C1)=O